CN1N=C(N=N1)C(=O)N[C@@H]1CCC2=CC(=CC=C12)C1=NOC(=N1)C (R)-2-methyl-N-(5-(5-methyl-1,2,4-oxadiazol-3-yl)-2,3-dihydro-1H-inden-1-yl)-2H-tetrazole-5-carboxamide